6-(4-chloropyridin-2-yl)-1,3,5-triazine-2,4(1H,3H)-dione ClC1=CC(=NC=C1)C1=NC(NC(N1)=O)=O